Benzyl (R)-(1-(4-(tert-butyl)piperazin-1-yl)-3-hydroxypropan-2-yl)carbamate C(C)(C)(C)N1CCN(CC1)C[C@H](CO)NC(OCC1=CC=CC=C1)=O